C(CC)(=O)[O-].C[NH2+]CCO N-methyl-2-hydroxyethylammonium propionate